C(\C=C\C(=O)[O-])(=O)OCC=C 1-(2-propen-1-yl) (2E)-2-butenedioate